3-{1-[(2-{(6-Aza-6-spiro[3.4]octyl)methyl}-1H-indol-6-yl)methyl]-1H-1,2,3-triazol-4-yl}-5-methoxy-2-pyridine-carbonitrile C1CCC12CN(CC2)CC=2NC1=CC(=CC=C1C2)CN2N=NC(=C2)C=2C(=NC=C(C2)OC)C#N